CC(C)(CCN1N=C2C=C(C(=CC2=C1)[N+](=O)[O-])N1CCOCC1)O 2-methyl-4-(6-morpholino-5-nitro-2H-indazol-2-yl)butan-2-ol